C(C)(C)N1N(C2=NC(=NC=C2C1=O)SC)C1=NC(=CC(=C1)OCOC)C(C)(C)O 2-Isopropyl-1-(6-(2-hydroxypropan-2-yl)-4-(methoxymethoxy)pyridin-2-yl)-6-methylthio-1,2-Dihydro-3H-pyrazolo[3,4-d]pyrimidin-3-one